C(CCCCCC\C=C\CCCCCCCC)CC(=O)[O-] (E)-8-heptadecenylacetate